amino-ortho-cresol NC1=C(C(=CC=C1)O)C